C1(CCCCC1)CN1N=C(N=N1)C1=CC(=C(C=C1)S(=O)(=O)NCCO)F 4-(2-(cyclohexylmethyl)-2H-tetrazol-5-yl)-2-fluoro-N-(2-hydroxyethyl)benzenesulfonamide